CN1C(N(C2=NC(=NC=C12)NC1=C(C=C2C=CC=NC2=C1)C)C1CCOCC1)=O 7-methyl-2-((6-methylquinolin-7-yl)amino)-9-(tetrahydro-2H-pyran-4-yl)-7,9-dihydro-8H-purin-8-one